3-bromo-N-phenyldecanoamide BrC(CC(=O)NC1=CC=CC=C1)CCCCCCC